5-(cyclopropylmethyl)-4-(6-cyclopropylpyridin-3-yl)-2-(2-methyl-2H-indazol-5-yl)-7-(trifluoromethyl)-2H,3H,5H-pyrrolopyridazin-3-one C1(CC1)CN1C=C(C=2C1=C(C(N(N2)C2=CC1=CN(N=C1C=C2)C)=O)C=2C=NC(=CC2)C2CC2)C(F)(F)F